ClC1=C(COC2CC3C(CN(C3)C(=O)N3N=C(C=C3)C(=O)OC(C)(C)C)C2)C=CC=C1OCC(C)(C)O tert-butyl 1-(trans-5-((2-chloro-3-(2-hydroxy-2-methylpropyloxy) benzyl) oxy) octahydrocyclopenta[c]pyrrole-2-carbonyl)-1H-pyrazole-3-carboxylate